tert-butyl-(2R)-2-{[4-(ethoxycarbonyl)-3-hydroxy-2-oxo-2,5-dihydro-1H-pyrrol-1-yl]methyl}morpholine C(C)(C)(C)N1C[C@@H](OCC1)CN1C(C(=C(C1)C(=O)OCC)O)=O